2-(hept-5-yn-1-yloxy)tetrahydro-2H-pyran C(CCCC#CC)OC1OCCCC1